Cl.N[C@H](CC1=C(C=2N=C(N=C(C2S1)NCC=1SC=CC1)Cl)C1=CC=CC=C1)C 6-[(2S)-2-aminopropyl]-2-chloro-7-phenyl-N-(2-thienylmethyl)thieno[3,2-d]Pyrimidin-4-amine hydrochloride